2,2'-(2,5-dimethylpiperazine-1,4-diyl)bis(ethan-1-ol) CC1N(CC(N(C1)CCO)C)CCO